C(C)N(C(=O)S(=O)CCO)CC N,N-diethyl-1-((2-hydroxyethyl)-sulfinyl)methan-amide